1,3-Dioxan-2-on O1C(OCCC1)=O